potassium ((5-(t-butoxycarbonyl)hexahydropyrrolo[3,4-c]pyrrol-2(1H)-yl)methyl)trifluoroborate C(C)(C)(C)OC(=O)N1CC2C(C1)CN(C2)C[B-](F)(F)F.[K+]